C(C)(C)C1=CN(C=2C1=NC(=CC2)OC)S(=O)(=O)CC2=CC=CC=C2 3-isopropyl-5-methoxy-1-toluenesulfonyl-1H-pyrrolo[3,2-b]pyridine